NC=1C=CC(N(C1)CC(=O)OCC)=O ethyl 2-(5-amino-2-oxo-1-pyridyl)acetate